N-(4-(chlorodifluoromethoxy)phenyl)-2'-oxo-4'-(1H-pyrazol-5-yl)spiro[cyclopentane-1,3'-indoline]-6'-carboxamide ClC(OC1=CC=C(C=C1)NC(=O)C1=CC(=C2C3(C(NC2=C1)=O)CCCC3)C3=CC=NN3)(F)F